tert-butyl 6-formyl-8-(4-(trifluoromethyl) phenyl)-3,4-dihydroisoquinoline-2(1H)-carboxylate C(=O)C=1C=C2CCN(CC2=C(C1)C1=CC=C(C=C1)C(F)(F)F)C(=O)OC(C)(C)C